6-chloro-N-{3-[2-(4-chloro-3-fluorophenoxy)acetamido]bicyclo[1.1.1]pentan-1-yl}-8-methyl-4-oxo-4H-1-benzopyran-2-carboxamide ClC=1C=C(C2=C(C(C=C(O2)C(=O)NC23CC(C2)(C3)NC(COC3=CC(=C(C=C3)Cl)F)=O)=O)C1)C